O=C1NC(CCC1NC1=CC=C(C=C1)CCCCN1CCC(CC1)C=1N=C2N(C=C(C(=C2)OC(C)C)NC(=O)C2=NC(=CC=C2)C(F)(F)F)C1)=O N-[2-[1-[4-[4-[(2,6-dioxo-3-piperidyl)amino]phenyl]butyl]-4-piperidyl]-7-isopropoxy-imidazo[1,2-a]pyridin-6-yl]-6-(trifluoromethyl)pyridine-2-carboxamide